tert-Butyl 3-((tert-butoxycarbonyl)(5-cyanopyrazin-2-yl)amino)-5-(6-(((1R,3R)-3-((tert-butoxycarbonyl)(methyl)amino)cyclopentyl)oxy)-2,3-difluorophenyl)-1H-pyrazole-1-carboxylate C(C)(C)(C)OC(=O)N(C1=NN(C(=C1)C1=C(C(=CC=C1O[C@H]1C[C@@H](CC1)N(C)C(=O)OC(C)(C)C)F)F)C(=O)OC(C)(C)C)C1=NC=C(N=C1)C#N